C1=CC=CC=2C3=CC=CC=C3C(C12)COC(NCCOCCOCCOCCOCCOCCOCCOCCOCCOCCOCCOCCOCCC(=O)O)=O 1-(9H-fluoren-9-yl)-3-oxo-2,7,10,13,16,19,22,25,28,31,34,37,40-tridecaoxa-4-azatritetracontan-43-oic acid